F[C@@H]1CN(CC[C@H]1[C@H](NC(C)=O)C=1C=2N(C=CC1)C(=C(N2)C#CCNC2=C(C=C(C=C2)S(=O)(=O)C)OC)CC(F)(F)F)C N-((S)-((3S,4S)-3-fluoro-1-methylpiperidin-4-yl)(2-(3-((2-methoxy-4-(methylsulfonyl)phenyl)amino)prop-1-yn-1-yl)-3-(2,2,2-trifluoroethyl)imidazo[1,2-a]pyridin-8-yl)methyl)acetamide